N-(5-(3,5-difluorobenzyl)-1H-indazol-3-yl)-4-(4-(2-((1-(2,6-dioxopiperidin-3-yl)-1H-benzo[d]imidazol-4-yl)amino)ethyl)piperazin-1-yl)-2-((tetrahydro-2H-pyran-4-yl)amino)benzamide FC=1C=C(CC=2C=C3C(=NNC3=CC2)NC(C2=C(C=C(C=C2)N2CCN(CC2)CCNC2=CC=CC=3N(C=NC32)C3C(NC(CC3)=O)=O)NC3CCOCC3)=O)C=C(C1)F